2-[3-Cyano-4-(4-methoxyphenyl)-5-methylthiophen-2-yl]-1,3-dioxo-2,3-dihydro-1H-isoindole C(#N)C1=C(SC(=C1C1=CC=C(C=C1)OC)C)N1C(C2=CC=CC=C2C1=O)=O